N1(CC(C2=CC=CC=C12)C(=O)OCC)C(=O)OC(C)(C)C 1-(tert-butyl) 3-ethyl indoline-1,3-dicarboxylate